C(#N)C1=CC(=C(C=N1)C1=CC=CC=N1)OC=1N(N=C(C1)C1=CC=CC=C1)C 6-[6-cyano-4-(2-methyl-5-phenylpyrazol-3-yl)oxypyridin-3-yl]Pyridine